ClC=1C(=NC=C(C1)CO)N1CCN(CC1)C(=O)OC(C)(C)C tert-butyl 4-[3-chloro-5-(hydroxymethyl)-2-pyridyl]piperazine-1-carboxylate